N-acetyl-N-((R)-3-(4-(2-(3,5-dichloro-4-((R)-3-chloro-2-hydroxypropoxy)phenyl)propan-2-yl)phenoxy)-2-hydroxypropyl)acetamide C(C)(=O)N(C(C)=O)C[C@H](COC1=CC=C(C=C1)C(C)(C)C1=CC(=C(C(=C1)Cl)OC[C@H](CCl)O)Cl)O